OC[C@@H]1C[C@H](CCC1)SCC1=NC2=C(C=CC=C2C=N1)C (((trans-3-(hydroxymethyl)cyclohexyl)thio)methyl)-8-methylquinazolin